3-[[2-[4-benzyloxy-6-(hydroxymethyl)pyrazolo[3,4-d]pyrimidin-1-yl]-5-fluoro-phenoxy]methyl]cyclobutanone C(C1=CC=CC=C1)OC1=C2C(=NC(=N1)CO)N(N=C2)C2=C(OCC1CC(C1)=O)C=C(C=C2)F